(3S,6S,10aR)-8-ethoxy-6-((S)-2-(methylamino)propanamido)-5-oxo-N-((R)-1,2,3,4-tetrahydronaphthalen-1-yl)decahydropyrrolo[1,2-a]azocine-3-carboxamide C(C)OC1CC[C@@H]2N(C([C@H](C1)NC([C@H](C)NC)=O)=O)[C@@H](CC2)C(=O)N[C@@H]2CCCC1=CC=CC=C21